3-[3-(1-cyclopentyl-1H-pyrazol-4-yl)-5-fluoropyridin-2-yl]-3-methoxy-5,5-dimethyl-6-oxocyclohex-1-ene-1-carbonitrile C1(CCCC1)N1N=CC(=C1)C=1C(=NC=C(C1)F)C1(C=C(C(C(C1)(C)C)=O)C#N)OC